CN(CC(=O)O)C(CN(C(CN(C(CN(C(CN(C(CN(C(CN(C(CN(C(CN(C(CN(C(CN(C(CN(C(C)=O)C)=O)C)=O)C)=O)C)=O)C)=O)C)=O)C)=O)C)=O)C)=O)C)=O)C)=O 3,6,9,12,15,18,21,24,27,30,33,36-dodecamethyl-4,7,10,13,16,19,22,25,28,31,34,37-dodecaoxo-3,6,9,12,15,18,21,24,27,30,33,36-dodecaazaoctatriacontanoic acid